O=C(CC[C@H]1NC(OC1)=O)N1CC2(C1)CC(C2)CC=2C=NC(=NC2)C(F)(F)F (4R)-4-[3-Oxo-3-[6-[[2-(trifluoro-methyl)pyrimidin-5-yl]methyl]-2-azaspiro[3.3]heptan-2-yl]propyl]oxazolidin-2-one